2-(hydroxymethyl)-2-vinyltetrahydrofuran-3-ol OCC1(OCCC1O)C=C